C1(=CC1)C1(CC=C(C=C1)C1=CC=CC=C1)S(=O)(=O)N 4-cyclopropenyl-4-biphenylsulfonamide